ClC1=C(C=C2C(=N1)C=C(N2)CN2C(=CC=CC2=O)C(=O)N(C2=CC=CC=C2)C)F 1-((5-chloro-6-fluoro-1H-pyrrolo[3,2-b]pyridin-2-yl)methyl)-N-methyl-6-oxo-N-phenyl-1,6-dihydropyridine-2-carboxamide